BrC=1N=CN(C1)C1=C(C=C(C=C1)N1C[C@@H]([C@@H](C1)F)N(C(OC(C)(C)C)=O)C)OC tert-Butyl ((3S,4R)-1-(4-(4-bromo-1H-imidazol-1-yl)-3-methoxyphenyl)-4-fluoropyrrolidin-3-yl)(methyl)carbamate